ClC1=CC=C(C=C1)C#CCOC1=C(C=C(C=C1)CCNC(C(C(C)C)NS(=O)(=O)CC)=O)OC N-(2-(4-[3-(4-chlorophenyl)prop-2-ynyloxy]-3-methoxyphenyl)ethyl)-2-ethanesulfonylamino-3-methylbutanamide